(-)-1-amino-2-[5-fluoro-6-(4-fluorophenyl)-4-(2-hydroxypropan-2-yl)pyridin-2-yl]-3-methylButane-2-ol NCC(C(C)C)(O)C1=NC(=C(C(=C1)C(C)(C)O)F)C1=CC=C(C=C1)F